(R)-1-{[2-(difluoromethyl)-6-(4-methoxy-1H-pyrrolo[2,3-b]pyridin-3-yl)pyridin-3-yl]oxy}-2,4-dimethylpentan-2-amine FC(C1=NC(=CC=C1OC[C@@](CC(C)C)(N)C)C1=CNC2=NC=CC(=C21)OC)F